(5-(8-cyclobutoxy-4-methylquinazolin-6-yl)-2-methoxypyridin-3-yl)-2,4-difluorobenzenesulfonamide C1(CCC1)OC=1C=C(C=C2C(=NC=NC12)C)C=1C=C(C(=NC1)OC)C=1C(=C(C=CC1F)S(=O)(=O)N)F